4-(5-methyl-1,3,4-oxadiazol-2-yl)-N-(3-(methylsulfonamido)phenyl)benzamide CC1=NN=C(O1)C1=CC=C(C(=O)NC2=CC(=CC=C2)NS(=O)(=O)C)C=C1